tert-butyl 3-(difluoromethoxy)-5-({[2-(trifluoromethyl)pyridin-3-yl]oxy}methyl)piperidine-1-carboxylate FC(OC1CN(CC(C1)COC=1C(=NC=CC1)C(F)(F)F)C(=O)OC(C)(C)C)F